ClC=1C=C(C=C(C1O)Cl)C1=CC=C(C=C1)Cl 3,4',5-trichloro-4-biphenylol